1,2-bis(2-hydroxybenzoyl)hydrazine OC1=C(C(=O)NNC(C2=C(C=CC=C2)O)=O)C=CC=C1